2-((6-(6-(Pyridin-2-yl)-1,2,4,5-tetrazin-3-yl)pyridin-3-yl)oxy)ethyl 4-nitrobenzenesulfonate [N+](=O)([O-])C1=CC=C(C=C1)S(=O)(=O)OCCOC=1C=NC(=CC1)C=1N=NC(=NN1)C1=NC=CC=C1